OC(CN1N=CC(=C1)NC=1N=C(C2=C(N1)SC=C2C)NC2=C(C=CC=C2)P(C)C)(C)C (2-((2-((1-(2-hydroxy-2-methylpropyl)-1H-pyrazol-4-yl)amino)-5-methylthieno[2,3-d]pyrimidine-4-yl)amino)phenyl)dimethylphosphine